CN1C(CC1)=O N-methyl-β-propiolactam